C(C=C)C(C(=O)O)C.C(CC)(=O)OCC=C prop-2-enyl propionate (allyl propionate)